2-bromo-4-methoxy-6-((trimethylsilyl)ethynyl)aniline BrC1=C(N)C(=CC(=C1)OC)C#C[Si](C)(C)C